FC=1C=C(C=CC1C1=NOC(=N1)C(F)(F)F)C(COC=1C=NC=NC1)=O 1-(3-fluoro-4-(5-(trifluoromethyl)-1,2,4-oxadiazol-3-yl)phenyl)-2-(pyrimidin-5-yloxy)ethan-1-one